benzyl 6-[(3aS,7S,7aR)-4-(tert-butoxymethyl)-2,2,7-trimethyl-4,6,7,7a-tetrahydro-3aH-[1,3]dioxolo[4,5-c]pyridin-5-yl]-6-oxo-hexanoate C(C)(C)(C)OCC1N(C[C@@H]([C@@H]2[C@H]1OC(O2)(C)C)C)C(CCCCC(=O)OCC2=CC=CC=C2)=O